1-[(1R,2S)-1-hydroxy-2-[(5S)-5H-imidazo[4,3-a]isoindol-5-yl]-8-azaspiro[4.5]decan-8-yl]ethan-1-one O[C@@H]1[C@@H](CCC12CCN(CC2)C(C)=O)[C@@H]2N1C(C3=CC=CC=C23)=CN=C1